OC1=C(C=C(C=C1OC)\C=C\C1=CC=C(C=C1)OC)NC(C=C)=O (E)-N-(2-hydroxy-3-methoxy-5-(4-methoxystyryl)phenyl)acrylamide